ClC=1C=C2C(C(=CN(C2=CC1N1S(CCC1COC1=NC=CC=C1Cl)(=O)=O)C=1C=NC(=CC1)N1CC(C1)N(C)C)C(=O)O)=O 6-chloro-7-(3-(((3-chloropyridin-2-yl)oxy)methyl)-1,1-dioxidoisothiazolidin-2-yl)-1-(6-(3-(dimethyl-amino)azetidin-1-yl)pyridin-3-yl)-4-oxo-1,4-dihydro-quinoline-3-carboxylic acid